ClC1=C(C=CC=C1)[C@H]([C@H](C)C=1N(C(C(=C(N1)C(=O)NC=1C=NOC1)O)=O)C)N1N=CC(=C1)C 2-((1S,2S)-1-(2-chlorophenyl)-1-(4-methyl-1H-pyrazol-1-yl)propan-2-yl)-5-hydroxy-N-(isoxazol-4-yl)-1-methyl-6-oxo-1,6-dihydropyrimidine-4-carboxamide